FCC1(C(C(C1)O)C1N2C(C3=CC=CC=C13)=CN=C2)CF 3,3-bis(fluoromethyl)-2-(5H-imidazo[5,1-a]isoindol-5-yl)cyclobutan-1-ol